4-(3-((3-methoxybenzyl)(4-morpholinophenyl)amino)benzyl)piperazin-2-one COC=1C=C(CN(C=2C=C(CN3CC(NCC3)=O)C=CC2)C2=CC=C(C=C2)N2CCOCC2)C=CC1